FC1=CC=C(C=C1)N1C=C(C2=CC=C(C=C12)C(=O)NC1(CS(CC1)(=O)=O)C)C1=NC=CC(=C1)C 1-(4-fluorophenyl)-N-(3-methyl-1,1-dioxidotetrahydrothiophen-3-yl)-3-(4-methylpyridin-2-yl)-1H-indole-6-carboxamide